triazolyl-amide N1N=NC(=C1)[NH-]